FC=1C=CC2=C(CCO2)C1CNC1=NC=C(C=2N1C=C(N2)C#N)C=2C=NC(=C(C2C)F)C=O 5-(((5-fluoro-2,3-dihydrobenzofuran-4-yl)methyl)amino)-8-(5-fluoro-6-formyl-4-methylpyridin-3-yl)imidazo[1,2-c]pyrimidine-2-carbonitrile